(Z)-N'-(1-((3aR,4R,6R,6aR)-2-hydroxy-6-(hydroxymethyl)-2-oxidotetrahydrofuro[3,4-d][1,3,2]dioxaphosphol-4-yl)-2-oxo-1,2,3,4-tetrahydropyrimidin-4-yl)-N,N-dimethylformimidamide OP1(O[C@@H]2[C@H](O1)[C@H](O[C@H]2N2C(NC(C=C2)\N=C/N(C)C)=O)CO)=O